FC=1C=CC2=C(NC(N2C2COC2)=O)C1 6-fluoro-3-(oxetan-3-yl)-1,3-dihydro-2H-benzo[d]imidazol-2-one